{4-[5-amino-6-(2,6-dichloro-benzyloxy)-pyrazin-2-yl]-phenyl}-[(2R)-2-pyrrolidin-1-ylmethyl-pyrrolidin-1-yl]-methanone NC=1N=CC(=NC1OCC1=C(C=CC=C1Cl)Cl)C1=CC=C(C=C1)C(=O)N1[C@H](CCC1)CN1CCCC1